N[C@@H](COC(C(F)(F)F)(C)C)C=1N=C2N(N=CC(=C2)[C@@H](COC)N2C(NCC(C2)(F)F)=O)C1 1-((S)-1-(2-((R)-1-Amino-2-((1,1,1-trifluoro-2-methylpropan-2-yl)oxy)ethyl)imidazo[1,2-b]pyridazin-7-yl)-2-methoxyethyl)-5,5-difluorotetrahydropyrimidin-2(1H)-one